C(C1=CC=CC=C1)OC1CCC(CC1)C(C)(C)NC[C@H](O)C=1C=NC=C(C1)F (R)-2-((2-((1r,4R)-4-(Benzyloxy)cyclohexyl)propan-2-yl)amino)-1-(5-fluoropyridin-3-yl)ethan-1-ol